BrC1=C(C(=CC=C1)Br)OC(F)F 1,3-dibromo-2-(difluoromethoxy)benzene